((1s,4s)-4-(((tert-butyldimethylsilyl)oxy)methyl)cyclohexyl)methanol [Si](C)(C)(C(C)(C)C)OCC1CCC(CC1)CO